C(N)(=N)C=1C=CC2=C(NC(=N2)C2=CC3=C(N=C(N3)C3=CC=C(C(=O)N)C=C3)C=C2)C1 4-(6-carbamimidoyl-1H,3'H-[2,5'-bibenzo[d]imidazol]-2'-yl)benzamide